(2R)-2-benzyl-4,4,4-trifluoro-N-(8-fluoro-3-quinolyl)-2-methyl-butanamide C(C1=CC=CC=C1)[C@@](C(=O)NC=1C=NC2=C(C=CC=C2C1)F)(CC(F)(F)F)C